FC(C1CCN(CC1)C1=CC=C(C=C1)N[C@H]1[C@@H](CCC1)N)(F)F (1R,2R)-N1-(4-(4-(trifluoromethyl)piperidin-1-yl)phenyl)cyclopentane-1,2-diamine